(1R,5S)-1-(4-chloro-3-(trifluoromethyl)phenyl)-3-methyl-3-aza-bicyclo[3.1.0]hexane ClC1=C(C=C(C=C1)[C@@]12CN(C[C@H]2C1)C)C(F)(F)F